ClC=1C(=CC(=NC1)OC)C1=CC(=NN1)C(=O)N1CCC(CC1)C(=O)NCC1=NC=C(C=C1)F (5-(5-chloro-2-methoxypyridin-4-yl)-1H-pyrazole-3-carbonyl)-N-((5-fluoropyridin-2-yl)methyl)piperidine-4-carboxamide